BrC1=NC=CC(=C1)OCC(C(=O)OCC)NC(C)=O ethyl 3-[(2-bromopyridin-4-yl) oxy]-2-acetamidopropanoate